NC1=NC(=CC(=N1)N1CCC2(C[C@H](NC2)C(=O)OCC)CC1)O[C@@H](C(F)(F)F)C1=C(C=C(C=C1)C1=CC=C(C=C1)C(NC)=O)N1N=C(C=C1)C (S)-ethyl 8-(2-amino-6-((R)-2,2,2-trifluoro-1-(3-(3-methyl-1H-pyrazol-1-yl)-4'-(methylcarbamoyl)-[1,1'-biphenyl]-4-yl)ethoxy)pyrimidin-4-yl)-2,8-diazaspiro[4.5]decane-3-carboxylate